coenzyme A lithium salt [Li].[C@@H]1([C@H](O)[C@H](OP(=O)(O)O)[C@@H](COP(=O)(O)OP(=O)(O)OCC(C)(C)[C@@H](O)C(=O)NCCC(=O)NCCS)O1)N1C=NC=2C(N)=NC=NC12